ClC1=CC2=C(SC=C2C2C(=C(NC(=C2C(=O)OC)C2CC2)C2CC2)C(=O)OC)C=C1 Dimethyl 4-(5-chlorobenzo[b]thiophen-3-yl)-2,6-dicyclopropyl-1,4-dihydropyridin-3,5-dicarboxylat